(R)-1-Methylpiperidine-2-methanol CN1[C@H](CCCC1)CO